N-(4-((2-amino-5-chloropyridin-3-yl)oxy)phenyl)-4-methoxy-benzamide NC1=NC=C(C=C1OC1=CC=C(C=C1)NC(C1=CC=C(C=C1)OC)=O)Cl